4-[1-(3-methoxy-4-methylphenyl)propyl]resorcinol COC=1C=C(C=CC1C)C(CC)C1=C(C=C(O)C=C1)O